pyrrolo[3,4-c]thiophene C1SC=C2C1=CN=C2